3-(4-(4-(2-(4-((6-(benzyloxy)-2-(4-(methylsulfonyl)phenyl)naphthalene-1-yl)oxy)phenoxy)ethyl)piperAzin-1-yl)-1-oxoisoindol-2-yl)piperidine-2,6-dione C(C1=CC=CC=C1)OC=1C=C2C=CC(=C(C2=CC1)OC1=CC=C(OCCN2CCN(CC2)C2=C3CN(C(C3=CC=C2)=O)C2C(NC(CC2)=O)=O)C=C1)C1=CC=C(C=C1)S(=O)(=O)C